ClC1=C(C(=CC=C1F)Cl)C(C)OC=1C=C(C=CC1F)C1=NC=C(C=N1)NC(=O)NCCN(CC)CC 1-(2-(3-(1-(2,6-dichloro-3-fluorophenyl)ethoxy)-4-fluorophenyl)pyrimidin-5-yl)-3-(2-(diethylamino)ethyl)urea